N-(4-bromopyridin-2-yl)-3-[(1S,4S)-5-methyl-2,5-diazabicyclo[2.2.1]heptan-2-yl]cyclobutane-1-carboxamide BrC1=CC(=NC=C1)NC(=O)C1CC(C1)N1[C@@H]2CN([C@H](C1)C2)C